C(C)N1N=CC(=C1)C1=NN2C=NC=3C(=CC=CC3C2=N1)F 2-(1-ethyl-1H-pyrazol-4-yl)-7-fluoro[1,2,4]triazolo[1,5-c]quinazolin